Bis-(3-propyltriethoxysilyl)amine CCCC(C)O[Si](OCC)(OCC)N[Si](OCC)(OCC)OC(C)CCC